(E)-3-bromo-5-(3,3,3-trifluoroprop-1-en-1-yl)isobenzofuran-1(3H)-one BrC1OC(C2=CC=C(C=C12)\C=C\C(F)(F)F)=O